tert-butyl N-{6-[(2S)-2-[(tert-butoxycarbonyl)amino]propyl]-2-chloropyrrolo[2,1-f][1,2,4]triazin-4-yl}-N-(thiophen-2-ylmethyl)carbamate C(C)(C)(C)OC(=O)N[C@H](CC=1C=C2C(=NC(=NN2C1)Cl)N(C(OC(C)(C)C)=O)CC=1SC=CC1)C